C1=CO[Si]=C1 silafuran